FC(OC1=CC(=C(C=C1)C1=NN=C(C(N1C)=O)N[C@H]1CN(CCC1)CC)O)F 3-[4-(difluoromethoxy)-2-hydroxy-phenyl]-6-[[(3R)-1-ethyl-3-piperidinyl]amino]-4-methyl-1,2,4-triazin-5-one